[Cl-].C(CCC)C1([C@@H]([C@@H](C2=C(S(C1)(=O)=O)C=CC(=C2)N(C)C)C2=CC=C(OCC1=CC=C(C[N+]34CCN(CC3)CC4)C=C1)C=C2)O)CCCC 1-(4-((4-((4R,5R)-3,3-dibutyl-7-(dimethylamino)-4-hydroxy-1,1-dioxido-2,3,4,5-tetrahydrobenzo[b]thiepin-5-yl)phenoxy)methyl)benzyl)-1,4-diazabicyclo[2.2.2]octan-1-ium chloride